BrC=1C=C2C(=NC1)C(CC2)=O 3-bromo-5H,6H-cyclopenta[b]pyridin-7-one